1-(3-(10-methyl-2-(trifluoromethyl)-6,7-dihydropyrrolo[1,5-a:2,3-b']dipyrazin-8(9H)-yl)-3-oxopropoxy)propan CC1=C2N(CCN(C2)C(CCOCCC)=O)C2=NC=C(N=C21)C(F)(F)F